N1CC(C1)CN1C[C@H](CCC1)NC=1C=C2C(N(C(C2=CC1)=O)C1C(NC(CC1)=O)=O)=O 5-(((S)-1-(azetidin-3-ylmethyl)piperidin-3-yl)amino)-2-(2,6-dioxopiperidin-3-yl)isoindoline-1,3-dione